[O-]OO[O-].[Zn+2].[Co+2].[Co+2].[O-]OO[O-].[O-]OO[O-] dicobalt zinc tetroxide